4-((4-chlorobenzyl)amino)-6-nitro-2H-benzopyran-2-one ClC1=CC=C(CNC2=CC(OC3=C2C=C(C=C3)[N+](=O)[O-])=O)C=C1